N1N=CC(=C1)C1CC(CNC1)N=[SH2](C)C ((5-(1H-pyrazol-4-yl)piperidin-3-yl)imino)dimethyl-lambda6-sulfane